CC1=NOC(=C1C=1C=C2C(=NC1)C(=C(N2[C@@H](C)C2=NC=CC=C2)C(F)(F)F)C=2C=C(C(=O)O)C=C(C2)F)C (S)-3-(6-(3,5-dimethylisoxazol-4-yl)-1-(1-(pyridin-2-yl)ethyl)-2-(trifluoromethyl)-1H-pyrrolo[3,2-b]pyridin-3-yl)-5-fluorobenzoic acid